CN1N=CC2=CC=C(C=C12)N[C@H]1[C@@H](CNCC1)C 1-methyl-6-(((3R,4R)-3-methylpiperidin-4-yl)amino)-1H-indazol